C1C(CC12CNCCC2)=CC2=CC=C(C=C2)C=2C=1C(=C(SC1N1C(=NN=C1[C@@H](N2)CC=2OC=CN2)C)C)C 2-[[(9S)-7-[4-(6-azaspiro[3.5]nonan-2-ylidene-methyl)phenyl]-4,5,13-trimethyl-3-thia-1,8,11,12-tetrazatricyclo[8.3.0.02,6]trideca-2(6),4,7,10,12-pentaen-9-yl]methyl]oxazole